CC1=C(C=C(C=C1)C)C1(OCCO1)C#CC1=CC=CC=C1 2-(2,5-dimethylphenyl)-2-(phenylethynyl)-1,3-dioxolane